COC=1C=C(C(=O)NC2=C(C=CC=C2)C(NCCN2CCOCC2)=O)C=C(C1)OC 3,5-Dimethoxy-N-(2-[(2-morpholin-4-ylethyl)carbamoyl]phenyl)benzamid